COC(=O)[C@@H]1C[C@H](C1)CN.ClC1=CC=C(S1)[C@]1(N(C(C[C@H]1C1(CC1)C(=O)N)=O)C=1C=C2C=NN(C2=CC1)C1=CC=C(C=C1)F)C ((2s,3s)-2-(5-chlorothien-2-yl)-1-(1-(4-fluorophenyl)-1H-indazol-5-yl)-2-methyl-5-oxopyrrolidin-3-yl)cyclopropanecarboxamide methyl-trans-3-[(amino)methyl]cyclobutanecarboxylate